C1(=CC=CC=C1)NC(=O)C1=C(C=CC=C1)NCC(=O)O {[2-(PHENYLCARBAMOYL)PHENYL]AMINO}ACETIC ACID